(S)-2-(3-(5-chloro-2-(2-methylazetidin-1-yl)-6-(trifluoromethyl)pyrimidin-4-yl)-1,2,4-oxadiazol-5-yl)propan-2-amine ClC=1C(=NC(=NC1C(F)(F)F)N1[C@H](CC1)C)C1=NOC(=N1)C(C)(C)N